C1(CC1)(C1CC1)C(=O)N1CCC(CC1)(O)CN1C(NC2=C(C1)C=C(N2C2=CC=C(C=C2)[C@H]2NCC(OC2)(C)C)Cl)=O (R)-3-((1-([1,1'-Bi(cyclopropane)]-1-carbonyl)-4-hydroxypiperidin-4-yl)methyl)-6-chloro-7-(4-(6,6-dimethylmorpholin-3-yl)phenyl)-3,7-dihydro-4H-pyrrolo[2,3-d]pyrimidineone